C1N(CCC2=CC=CC=C12)[C@H]1[C@@H](CN(CC1)C1=NC=NC(=C1)NC1=CC=C(C=C1)F)O trans-4-(3,4-dihydroisoquinolin-2(1H)-yl)-1-(6-((4-fluorophenyl)amino)pyrimidine-4-yl)piperidin-3-ol